C1CCC2=C(C=3CCCC3C=C12)NC(=O)N=S(=O)(N)C=1C=NN2C1OCC2 N'-((1,2,3,5,6,7-hexahydro-s-indacen-4-yl)carbamoyl)-2,3-dihydropyrazolo[5,1-b]oxazole-7-sulfonimidamide